C(=O)O.N[C@@H](C(=O)NCCCNC(C1=C(C=C(C=C1)NC=1C=2N(C=CN1)C(=CN2)C=2C(=NNC2)C(F)(F)F)CC)=O)C (R)-N-(3-(2-aminopropanamido)propyl)-2-ethyl-4-((3-(3-(trifluoromethyl)-1H-pyrazol-4-yl)imidazo[1,2-a]pyrazin-8-yl)amino)benzamide formate